1-stearoyl-2-oleoyl-sn-glycero-3-Phosphoglycerol CCCCCCCCCCCCCCCCCC(=O)OC[C@H](COP(=O)(O)OC[C@H](CO)O)OC(=O)CCCCCCC/C=C\CCCCCCCC